O[C@@H]1[C@H](CCCC1)NC(=O)C=1C=CC(=C(C1)NC(=O)C=1C=NC=C(C1)C1=C(C=CC=C1)C)C N-{5-{[(1S,2S)-2-hydroxycyclohexyl]carbamoyl}-2-methylphenyl}-5-(2-methylphenyl)pyridine-3-carboxamide